(R)-2-(3-(4-amino-2-oxo-3-(4-phenoxyphenyl)-2,3-dihydroimidazo[4,5-c]pyridin-1-yl)piperidine-1-carbonyl)-4-methyl-4-(4-(oxetan-3-yl)piperazin-1-yl)pent-2-enenitrile NC1=NC=CC2=C1N(C(N2[C@H]2CN(CCC2)C(=O)C(C#N)=CC(C)(N2CCN(CC2)C2COC2)C)=O)C2=CC=C(C=C2)OC2=CC=CC=C2